trans-[(3S)-3-(6-methylpyridin-3-yl)-1,2-oxazolidin-2-yl]-[4-[(2-methylpyrimidin-5-yl)methyl]cyclohexyl]methanone CC1=CC=C(C=N1)[C@H]1N(OCC1)C(=O)[C@@H]1CC[C@H](CC1)CC=1C=NC(=NC1)C